stearoyl diglycolate C(COCC(=O)[O-])(=O)OC(CCCCCCCCCCCCCCCCC)=O